BrC1=C(C(=CC(=C1)S(=O)(=O)N1CCC(CC1)C1=CC=CC=C1)N)N 3-bromo-5-[(4-phenyl-1-piperidyl)sulfonyl]benzene-1,2-diamine